FC1([C@H](C1)[C@H](N1C[C@]2(CCN3N=C(C=C32)C=3C=C(C(=NC3)N)C(F)(F)F)CC1)C1=NC=NN1)F 5-{(3R)-1-[(S)-((R)-2,2-difluorocyclopropyl)(1H-1,2,4-triazol-5-yl)methyl]-5',6'-dihydrospiro[pyrrolidine-3,4'-pyrrolo[1,2-b]pyrazol]-2'-yl}-3-(trifluoromethyl)pyridin-2-amine